ClC1=NC=C(C2=C1N=CNC2=O)C 8-chloro-5-methylpyrido[3,4-d]pyrimidin-4(3H)-one